N-(2,2-dimethylcyclobutyl)-3-hydroxy-6-(isothiazol-4-ylamino)pyridine-2-carboxamide CC1(C(CC1)NC(=O)C1=NC(=CC=C1O)NC=1C=NSC1)C